CCN(CCO)CCO 2,2'-((2-ethyl)azanediyl)bis(ethane-1-ol)